N-(3-(azepan-1-yl)propyl)-2-phenylbenzo[d]imidazo[2,1-b]thiazole-7-carboxamide N1(CCCCCC1)CCCNC(=O)C1=CC2=C(N3C(S2)=NC(=C3)C3=CC=CC=C3)C=C1